1-{[4-(methoxymethyl)-4-({[(1R,2S)-2-phenylcyclopropyl] amino} methyl) piperidin-1-yl] methyl} cyclobutanecarboxylate C1(CCC1)C(=O)OCN1CCC(CC1)(CN[C@H]1[C@@H](C1)C1=CC=CC=C1)COC